methyl (2S,4R)-1-((R)-2-amino-3-cyclohexylpropanoyl)-4-(piperidin-1-yl)pyrrolidine-2-carboxylate hydrochloride Cl.N[C@@H](C(=O)N1[C@@H](C[C@H](C1)N1CCCCC1)C(=O)OC)CC1CCCCC1